(R)-2-((((1s,4S)-4-(Benzyloxy)cyclohexyl)methyl)amino)-1-(3-fluorophenyl)-ethan-1-ol C(C1=CC=CC=C1)OC1CCC(CC1)CNC[C@H](O)C1=CC(=CC=C1)F